2-chloro-4-(1-methoxyethyl)-6-(methylsulfonyl)pyridine ClC1=NC(=CC(=C1)C(C)OC)S(=O)(=O)C